C(C)N1NC2=NC(=NC=C2C1=O)SC 2-ethyl-6-(methylsulfanyl)-1H,2H,3H-pyrazolo[3,4-d]pyrimidin-3-one